C(C)OC1=C(C=C(C=C1)[N+](=O)[O-])C=1NC(C2=C(N1)C(=NN2C)CCC)=O 5-(2-ethoxy-5-nitrophenyl)-1-methyl-3-propyl-1,6-dihydro-7H-pyrazolo[4,3-d]pyrimidin-7-one